C1(CC1)[C@@H](C(=O)O)O (2S)-2-cyclopropyl-2-hydroxyacetic acid